3-naphthalenediacetic acid C1(=CC(=CC2=CC=CC=C12)CC(=O)O)CC(=O)O